CP(C1=C(C=CC=C1)B1OC(C(O1)(C)C)(C)C)(C)=O Dimethyl(2-(4,4,5,5-tetramethyl-1,3,2-dioxaborolan-2-yl)phenyl)phosphine Oxide